benzo[2,1-d][1,3]thiazolin-2-amine S1C(=NC2=C1C=CC=C2)N